(2-Bromo-4-cyclopropyl-1,3-thiazol-5-yl)[(3R)-3-methyl[1,4'-bipiperidine]-1'-yl]methanone BrC=1SC(=C(N1)C1CC1)C(=O)N1CCC(CC1)N1C[C@@H](CCC1)C